C1(CC1)S(=O)(=O)NC1=CC=CC(=N1)C(C(=O)NC1=CC=C(C=C1)C1=NC(=CN=C1)OCC)CC 2-(6-(cyclopropanesulfonylamino)pyridin-2-yl)-N-(4-(6-ethoxypyrazin-2-yl)phenyl)butanamide